ClC1=NC=CC(=C1)OC=1C=CC(=NC1C)C=1C(=NC(=NC1)N(CCCO)CC)OC 3-((5-(5-((2-chloropyridin-4-yl)oxy)-6-methylpyridin-2-yl)-4-methoxypyrimidin-2-yl)(ethyl)amino)propan-1-ol